3-(cyclopropylmethyl)-7-(((3R,4S)-3-fluoro-1-methylpiperidin-4-yl)amino)-1-oxidobenzo[b]thiophen C1(CC1)CC=1C2=C(S(C1)=O)C(=CC=C2)N[C@@H]2[C@@H](CN(CC2)C)F